(3S)-3-[(1R)-1-[4-[(2-cyclopropyl-6-methyl-4-pyridyl)oxymethyl]phenyl]ethyl]-3-methyl-pyrrolidine-2,5-dione hydrochloride monohydrate O.Cl.C1(CC1)C1=NC(=CC(=C1)OCC1=CC=C(C=C1)[C@@H](C)[C@]1(C(NC(C1)=O)=O)C)C